2-(4,4-dimethylpiperidin-1-yl)-8-(1-((2-(1-hydroxy-1H-benzo[d][1,2,6]oxazaborinin-6-yl)pyridin-3-yl)amino)ethyl)-3,6-dimethyl-4H-chromen-4-one CC1(CCN(CC1)C=1OC2=C(C=C(C=C2C(C1C)=O)C)C(C)NC=1C(=NC=CC1)C=1C=CC2=C(C=NOB2O)C1)C